(2R)-2-(2-(3-(2-(2-aminoethoxy)ethoxy)phenyl)-2-phenylacetamido)-N-(4-hydroxybenzyl)-5-((Z)-2-((2-propionamidoethyl)carbamoyl)guanidino)pentanamide NCCOCCOC=1C=C(C=CC1)C(C(=O)N[C@@H](C(=O)NCC1=CC=C(C=C1)O)CCCN\C(=N/C(NCCNC(CC)=O)=O)\N)C1=CC=CC=C1